5-[4-[[(2R)-1-Ethylazetidin-2-yl]methoxy]-2-methyl-pyrazol-3-yl]-N-(6-methylpyrimidin-4-yl)pyrazolo[1,5-a]pyridin-2-amine C(C)N1[C@H](CC1)COC1=C(N(N=C1)C)C1=CC=2N(C=C1)N=C(C2)NC2=NC=NC(=C2)C